7-[4-[4-(2,3-dichlorophenyl)piperazin-1-yl]butoxy]-3,4-dihydro-1H-quinolin-2-one ClC1=C(C=CC=C1Cl)N1CCN(CC1)CCCCOC1=CC=C2CCC(NC2=C1)=O